C(C)(C)(C)OC(=O)N1C2(CCC1(CC2)C#CC2=CC=C(C=C2)OC)CO[Si](C)(C)C(C)(C)C.O(C)NC(O)=O.CC2=C(C=C(C=C2)I)CBr methyl-2-(bromomethyl)-4-iodobenzene (methoxyl)carbamate tert-butyl-1-(((tert-butyldimethylsilyl)oxy)-methyl)-4-((4-methoxyphenyl)ethynyl)-7-azabicyclo[2.2.1]heptane-7-carboxylate